C(C)(=O)OC(C(NC1=CC(=C(C=C1)B1OC(C(O1)(C)C)(C)C)OC(F)(F)F)=O)C1=CC(=CC(=C1)F)F 1-(3,5-difluorophenyl)-2-oxo-2-((4-(4,4,5,5-tetramethyl-1,3,2-dioxaborolan-2-yl)-3-(trifluoromethoxy)phenyl) amino)ethyl acetate